tert-Butyl 2-[1-chloro-2-oxo-7-(trifluoromethyl)-7,8-dihydro-2H-[3]benzoxocino[5,6-c]pyridin-3(5H)-yl]-3-[(2R)-1,4-dioxan-2-yl]propanoate ClC1=C2C(=CN(C1=O)C(C(=O)OC(C)(C)C)C[C@H]1OCCOC1)COC(CC1=C2C=CC=C1)C(F)(F)F